t-amylperoxy acetate C(C)(=O)OOOC(C)(C)CC